2-para-toluyl-4,5-dihydroxymethylimidazole C1(=CC=C(C=C1)C=1NC(=C(N1)CO)CO)C